C(C)(C)(C)N1C[C@@H](NCC1)CO tert-butyl-(R)-3-(hydroxymethyl)piperazine